1-(1,9-dimethyl-10H-phenoxazin-10-yl)ethan-1-one CC1=CC=CC=2OC3=CC=CC(=C3N(C12)C(C)=O)C